N1N=CC2=CC=CC(=C12)CN 1-(1H-indazol-7-yl)methanamine